6-chloro-N-((6-cyclopropylimidazo[1,2-a]pyridin-2-yl)methyl)pyridazin-4-amine ClC1=CC(=CN=N1)NCC=1N=C2N(C=C(C=C2)C2CC2)C1